O=C1NC(CCC1N1C(C2=CC=CC(=C2C1)SCC=1N=C(SC1)COC(=O)C12CC3(CC(CC(C1)C3)C2)Cl)=O)=O.OCCCOC2=CC=C(C=C2)C#C 4-(3-hydroxypropyloxy)phenylacetylene (4-(((2-(2,6-dioxopiperidin-3-yl)-1-oxoisoindolin-4-yl)thio)methyl)thiazol-2-yl)methyl-3-chloroadamantane-1-carboxylate